ClC=1C(=CC(=NC1)OC)C1=CC(=NN1)C(=O)N1CC(C(CC1)C(=O)NCC1=CC(=CC=C1)Cl)(F)F 1-[5-(5-chloro-2-methoxypyridin-4-yl)-1H-pyrazole-3-carbonyl]-N-[(3-chlorophenyl)methyl]-3,3-difluoropiperidine-4-carboxamide